tert-butyl 6-{4-[(3-methyl-4-{[1,2,4]triazolo[1,5-a]pyridin-7-yloxy}phenyl)amino] pyrido[3,2-d]pyrimidin-6-yl}-3,6-diazabicyclo[3.1.1]heptane-3-carboxylate CC=1C=C(C=CC1OC1=CC=2N(C=C1)N=CN2)NC=2C1=C(N=CN2)C=CC(=N1)N1C2CN(CC1C2)C(=O)OC(C)(C)C